C(CCC)C1=NC=2C(=C3C(=NC2NC(C)(C)C)C=C(S3)C=3CCOCC3)N1CC1CCN(CC1)C(=O)OC(C)(C)C tert-butyl 4-((2-butyl-4-(tert-butylamino)-7-(3,6-dihydro-2H-pyran-4-yl)-1H-imidazo[4,5-d]thieno[3,2-b]pyridin-1-yl)methyl)piperidine-1-carboxylate